1-methylpyrrolidin-3-yl methylcarbamate CNC(OC1CN(CC1)C)=O